NC=1NC(C(=C(N1)N)NC(NC1=CC=C(C(=O)N[C@@H](CCC(=O)O)C(=O)O)C=C1)=O)=O (4-(3-(2,4-Diamino-6-oxo-1,6-dihydropyrimidin-5-yl)ureido)benzoyl)-L-glutamic acid